2-methyl-7H-pyrazolo[3,4-H]Quinazoline CC1=NC2=C3C(=CC=C2C=N1)NN=C3